1-(4-(4-AMINO-7-CYCLOPROPYL-7H-PYRROLO[2,3-D]PYRIMIDIN-5-YL)-2-METHYLPHENYL)-3-(3-(1-(TRIFLUOROMETHYL)CYCLOPROPYL)ISOXAZOL-5-YL)UREA NC=1C2=C(N=CN1)N(C=C2C2=CC(=C(C=C2)NC(=O)NC2=CC(=NO2)C2(CC2)C(F)(F)F)C)C2CC2